ClC=1C(=NC(=NC1)N1C[C@H](N([C@@H](C1)C)C1=CC=C2C(=NN(C2=C1)C)[C@@H]1C(NC(CC1)=O)=O)C)NC=1C=C2CC(N(C2=CC1)C)=O (R)-3-(6-((2R,6R)-4-(5-chloro-4-((1-methyl-2-oxoindol-5-yl)amino)pyrimidin-2-yl)-2,6-dimethylpiperazin-1-yl)-1-methyl-1H-indazol-3-yl)piperidine-2,6-dione